O1COC2=C1C=CC(=C2)C2=CC=C(C1=CC=CC=C21)OCCN2CCOCC2 4-(2-(1-(benzo[d][1,3]dioxol-5-yl)naphthalen-4-yloxy)ethyl)morpholine